FC(C=1C=CC=2N(N1)C(=CN2)C2=CC(=NC=N2)N2C(C(CCC2)CN=S(=O)(C)C)CC)F (((1-(6-(6-(Difluoromethyl)imidazo[1,2-b]pyridazin-3-yl)pyrimidin-4-yl)-2-ethylpiperidin-3-yl)methyl)imino)dimethyl-λ6-sulfanone